Methyl 4-((3-bromo-2-fluorophenyl) sulphonamido)-3-methoxybenzoate BrC=1C(=C(C=CC1)S(=O)(=O)NC1=C(C=C(C(=O)OC)C=C1)OC)F